C(C)(C)(C)NC(C(=O)C1=C(C(=C(N1C)C)C(=O)NC1=CC(=C(C(=C1)F)F)F)Cl)=O 5-(2-(tert-butylamino)-2-oxoacetyl)-4-chloro-1,2-dimethyl-N-(3,4,5-trifluorophenyl)-1H-pyrrole-3-carboxamide